1-(4-(4-(4-(aminomethyl)-3-methylphenyl)-pyridin-3-yl)piperazin-1-yl)prop-2-en-1-one 2,2,2-trifluoroacetate FC(C(=O)O)(F)F.NCC1=C(C=C(C=C1)C1=C(C=NC=C1)N1CCN(CC1)C(C=C)=O)C